C(#N)[C@@H]1CN(C[C@H]1NC1=NN=C(C2=CC=CC=C12)C1=CC=C(C=C1)C(F)(F)F)C(=O)OC(C)(C)C trans-tert-butyl 3-cyano-4-((4-(4-(trifluoromethyl)phenyl)phthalazin-1-yl)amino)pyrrolidine-1-carboxylate